(2R,3S,4S)-4-hydroxy-2-[(4-methoxyphenyl)methyl]pyrrolidin-3-yl N-[(4-cyanophenyl)methyl]carbamate C(#N)C1=CC=C(C=C1)CNC(O[C@H]1[C@H](NC[C@@H]1O)CC1=CC=C(C=C1)OC)=O